Diethyl (2-(4-chlorophenyl)-2-methylpropanoyl)-L-isoleucyl-D-glutamate ClC1=CC=C(C=C1)C(C(=O)N[C@@H]([C@@H](C)CC)C(=O)N[C@H](CCC(=O)OCC)C(=O)OCC)(C)C